C(CCCCCC(C)C)OCCCCCCC(C)C Diisononylether